rel-(2R,3S,4S,5R)-3-(3,4-difluoro-2-methoxyphenyl)-N-(2-hydroxy-1,3-dioxoisoindolin-5-yl)-4,5-dimethyl-5-trifluoromethyl-tetrahydrofuran-2-carboxamide FC=1C(=C(C=CC1F)[C@H]1[C@@H](O[C@]([C@H]1C)(C(F)(F)F)C)C(=O)NC=1C=C2C(N(C(C2=CC1)=O)O)=O)OC |o1:8,9,11,12|